[N+](=O)([O-])C1=CC(=C(C=C1)N1N=CC(=C1)C1=C2C(=NC=C1)NC=C2)C(F)(F)F 4-{1-[4-nitro-2-(trifluoromethyl)phenyl]-1H-pyrazol-4-yl}-1H-pyrrolo[2,3-b]pyridine